P(=S)#CCCCCCCC[Zn]CCCC.[Zn] zinc thiophosphoryl-butyl-octyl-zinc